(13Z,16Z)-N,N-dimethyl-3-nonyldocosa-13,16-dien-1-amin CN(CCC(CCCCCCCCC\C=C/C\C=C/CCCCC)CCCCCCCCC)C